COC(=O)C1=C(C2=NC=CC=C2N1)CC1=CC=C(C=C1)S(=O)(=O)C 3-(4-(methylsulfonyl)benzyl)-1H-pyrrolo[3,2-b]Pyridine-2-carboxylic acid methyl ester